CC1=CC=CC(=N1)C1=NNC=C1C1=NC2=CC(=CN=C2C=C1)N1C[C@@H](N(CC1)C)COC |r| 2-[3-(6-methyl-2-pyridyl)-1H-pyrazol-4-yl]-7-[rac-(3R)-3-(methoxymethyl)-4-methyl-piperazin-1-yl]-1,5-naphthyridine